C(#N)C1=C2CN(C(NC2=CC=C1)=O)CC(=O)OC(C)(C)C tert-butyl 2-(5-cyano-2-oxo-1,4-dihydroquinazolin-3-yl)acetate